3-chloro-5-((2,6-dioxopiperidin-3-yl)amino)benzene ClC=1C=CC=C(C1)NC1C(NC(CC1)=O)=O